NC1=CC=CC(=N1)S(=O)(=O)NC(=O)C=1C(=NC(=CC1)C1=CC(=CC(=C1)OCC(C)C)F)OC(CC1CCOCC1)C N-[(6-Amino-2-pyridyl)sulfonyl]-6-(3-fluoro-5-isobutoxyphenyl)-2-(1-methyl-2-tetrahydropyran-4-yl-ethoxy)pyridin-3-carboxamid